CN1CCN(CC1)CCOC1=NC=CC(=N1)NC1=CC(=C(C=C1)OCC1=CC(=CC=C1)F)Cl 2-(2-(4-methylpiperazino)ethoxy)-4-(3-chloro-4-(3-fluorobenzyloxy)phenylamino)pyrimidine